5-chloro-1'-(2-chloroethyl)-1,2-dihydrospiro[indole-3,4'-piperidin]-2-one ClC=1C=C2C(=CC1)NC(C21CCN(CC1)CCCl)=O